BrC1=CC=C2C(=CNC2=C1)S(=O)(=O)NC1=NC(=C(C(=N1)OC)OC(F)F)OC 6-bromo-N-[5-(difluoromethoxy)-4,6-dimethoxy-pyrimidin-2-yl]-1H-indole-3-sulfonic acid amide